1,1-bis{(2-hydroxyethoxy)phenyl}cyclopentane OCCOC1=C(C=CC=C1)C1(CCCC1)C1=C(C=CC=C1)OCCO